NC=1C2=C(N=CN1)N(C(=C2C2=CC(=C(C=C2)OC2=NC=C(C=N2)OC)F)C2=CC=C(C=C2)NC(C(=C)C)=O)C N-(4-(4-amino-5-(3-fluoro-4-((5-methoxypyrimidin-2-yl)oxy)phenyl)-7-methyl-7H-pyrrolo[2,3-d]pyrimidin-6-yl)phenyl)methacrylamide